α-cumylperoxyneodecanoate C(C)(C)(C1=CC=CC=C1)OOC(CCCCCC(C)(C)C)=O